[Cl-].C(CCCCCCCCCCCCCCCCC)[N+](CCC[Si](OC)(OC)OC)(CC)CC octadecyldiethyl[3-(trimethoxysilyl)propyl]ammonium chloride